4,4-dibromodiphenyl sulfoxide C1=CC(=CC=C1S(=O)C2=CC=C(C=C2)Br)Br